(4-((S)-3-(3-chloropyridin-2-yloxy)pyrrolidin-1-yl)-3-(hydroxymethyl)phenyl)(2-ethylphenyl)methanol ClC=1C(=NC=CC1)O[C@@H]1CN(CC1)C1=C(C=C(C=C1)C(O)C1=C(C=CC=C1)CC)CO